D-allo-Threonin N[C@H]([C@H](O)C)C(=O)O